1,10-dimethyl sebacate C(CCCCCCCCC(=O)OC)(=O)OC